ClC1=CC=C(C=C1)N1C(N(C2=CC=CC=C2C1=O)CC1=CC=C(C(=O)NO)C=C1)=O 4-((3-(4-chlorophenyl)-2,4-dioxo-3,4-dihydroquinazolin-1(2H)-yl)methyl)-N-hydroxybenzoamide